(Trimethoxysilylpropyl)isothiouronium chloride [Cl-].CO[Si](OC)(OC)CCCNC(S)=[NH2+]